IC=1C=C(C=CC1I)CC 3,4-diiodoethylbenzene